N-methyl-N-((S)-1-((R)-1-tritylaziridine-2-carbonyl)pyrrolidine-3-carbonyl)-L-valine CN([C@@H](C(C)C)C(=O)O)C(=O)[C@@H]1CN(CC1)C(=O)C1[N@@](C1)C(C1=CC=CC=C1)(C1=CC=CC=C1)C1=CC=CC=C1